C(CCCCCCCCCCCCC)(=O)OC1=C(C=CC=C1)[N+](=O)[O-] nitrophenol myristate